[C@H]1(OCCC2=CC=CC=C12)[C@H]1NCC(C1)(C)C (S)-2-((R)-isochroman-1-yl)-4,4-dimethylpyrrolidine